NC(C)(C)C1=C(C=C(C=C1)N1N=C(C=C1)NC(=O)N[C@H]1CCOC2=C(C=CC=C12)Cl)F 1-[1-[4-(1-amino-1-methyl-ethyl)-3-fluoro-phenyl]pyrazol-3-yl]-3-[(4S)-8-chlorochroman-4-yl]urea